(R)-N-(1-(3-(difluoromethyl)-2-fluorophenyl)ethyl)-2-methyl-6-(tetrahydro-2H-pyran-4-yl)pyrido[2,3-d]pyrimidin-4-amine FC(C=1C(=C(C=CC1)[C@@H](C)NC=1C2=C(N=C(N1)C)N=CC(=C2)C2CCOCC2)F)F